C1(CCC1)C1=CC(=C(C(=O)N2CCC(CC2)C2=CC=C(C#N)C=C2)C=C1C=1NC(=CN1)COC)C 4-(1-(4-cyclobutyl-5-(5-(methoxymethyl)-1H-imidazol-2-yl)-2-methylbenzoyl)piperidin-4-yl)benzonitrile